CC=1C=C2C(C=C(OC2=CC1)C(=O)N)=O 6-methyl-4-oxo-4H-chromen-2-carboxamide